[Cl-].C(C(=C)C)(=O)OCC[N+](C)(C)C (2-methacryloxyethyltrimethylammonium) chloride